ClC1=C(C=CC(=C1)Cl)[C@@H](C(C)C)N(C(C1=CC(=CC=C1)F)=O)CC=1C=NC=CC1 (R)-N-(1-(2,4-dichlorophenyl)-2-methylpropyl)-3-fluoro-N-(pyridin-3-ylmethyl)benzamide